FC(N1N=C(C=C1)C=1C(=CC(=NC1)NC1=NC(=NC=C1)N1CC(C(CC1)(F)F)O)NC1CCC(CC1)(C)O)F 1-(4-((5-(1-(Difluoromethyl)-1H-pyrazol-3-yl)-4-(((1s,4s)-4-hydroxy-4-methylcyclohexyl)amino)pyridin-2-yl)amino)pyrimidin-2-yl)-4,4-difluoropiperidin-3-ol